FC=1C=C2C=NC(=NN2C1C1=C(C=C(C=C1F)F)F)N[C@H]1[C@@H](CN(CC1)S(=O)(=O)C)F 6-fluoro-N-((3R,4R)-3-fluoro-1-(methylsulfonyl)piperidin-4-yl)-7-(2,4,6-trifluorophenyl)pyrrolo[2,1-f][1,2,4]triazin-2-amine